Cl.N[C@]12[C@@H]([C@H]3CC[C@@H]4[C@]5(CC[C@@H](C([C@@H]5CC[C@]4([C@@]3(CC1)C)C)(C)C)O)C)[C@@H](CC2)C2(CC2)C (1R,3aS,5aR,5bR,7aR,9S,11aR,11bR,13aR,13bR)-3a-amino-5a,5b,8,8,11a-pentamethyl-1-(1-methylcyclopropyl)icosahydro-1H-cyclopenta[a]chrysen-9-ol hydrochloride